tert-butyl N-methyl-N-[(1S)-1-methyl-2-[2-[[2-methyl-6-[[5-(4-pyridyl)thiazol-2-yl]amino]pyrimidin-4-yl]amino]ethyl amino]-2-oxo-ethyl]carbamate CN(C(OC(C)(C)C)=O)[C@H](C(=O)NCCNC1=NC(=NC(=C1)NC=1SC(=CN1)C1=CC=NC=C1)C)C